C(N)(OC=1C=NC(=CC1)C)=O 6-methylpyridin-3-yl carbamate